BrC1=CC(=NC2=C1C(NC=1N2N=CC1)=O)C 6-Bromo-8-methylpyrazolo[1,5-a]pyrido[3,2-e]pyrimidin-5(4H)-one